FC1(CCN(CC1)C=1C=2N(C=C(N1)NC(OC(C)(C)C)=O)N=CN2)F tert-butyl (8-(4,4-difluoropiperidin-1-yl)-[1,2,4]triazolo[1,5-a]pyrazine-6-yl)carbamate